C(C1=CC=CC=C1)N1C(C(OCC1=O)(C)C)C(=O)OCC1=CC=CC=C1 benzyl 4-benzyl-2,2-dimethyl-5-oxo-morpholine-3-carboxylate